2-chloro-5-fluoro-4-(pyridin-2-yloxy)benzonitrile ClC1=C(C#N)C=C(C(=C1)OC1=NC=CC=C1)F